N1=C(C=CC=C1)C=1C=NC(=CC1)NC(=O)C1CN(CC1)C#N N-([2,3'-bipyridyl]-6'-yl)-1-cyanopyrrolidine-3-carboxamide